sodium hydrogen phthalate, potassium salt [K+].C(C=1C(C(=O)[O-])=CC=CC1)(=O)O.[Na+].C(C=1C(C(=O)[O-])=CC=CC1)(=O)O